IC1=C(C(=C(C(=C1)OC)C)OC)C E-1-iodo-3,5-dimethoxy-2,4-dimethylbenzene